C(C)C1N(C1)C1=C(C(=C(C=C1)C(=O)N)N1C(C1)CC)C(=O)O bis(2-ethyl-1-aziridinyl)benzene-1,3-dicarboxylic acid amide